F\C(=C/CN)\C(S(=O)(=O)C=1SC=CC1)(F)F (Z)-3,4,4-trifluoro-4-(thiophen-2-ylsulfonyl)but-2-en-1-amine